FC=1C(=NC(=NC1)NC1=CC=C(C=N1)N1CC2(CN(C2)C(=O)OC(C)(C)C)C1)C=1C=NN2C1[C@@H](CCCC2)C tert-butyl 6-[6-[[5-fluoro-4-[(4R)-4-methyl-5,6,7,8-tetrahydro-4H-pyrazolo[1,5-a]azepin-3-yl]pyrimidin-2-yl]amino]-3-pyridyl]-2,6-diazaspiro[3.3]heptane-2-carboxylate